C\C=C/C (cis)-2-butene